C(C)(C)(C)OC(=O)NC1=C(C=C(C=C1)C1=CC(=CC(=C1)C(F)(F)F)O)C(=O)N1[C@@H](CN(CC1)C(=O)OC(C)(C)C)C(=O)OC 1-(tert-butyl) 3-methyl (S)-4-(4-((tert-butoxycarbonyl)amino)-3'-hydroxy-5'-(trifluoromethyl)-[1,1'-biphenyl]-3-carbonyl)piperazine-1,3-dicarboxylate